C(#C)[C@@H]1C[C@@]2(CN1C([C@H](CC(C)(C)F)NC(=O)C=1OC3=C(C1)C=CC=C3F)=O)C(NC3=CC=CC=C32)=O N-((S)-1-((3R,5'S)-5'-ethynyl-2-oxospiro[indoline-3,3'-pyrrolidin]-1'-yl)-4-fluoro-4-methyl-1-oxopentan-2-yl)-7-fluorobenzofuran-2-carboxamide